tert-Butyl (3-cyano-7-fluoro-4-(5-fluoro-3-(3-methyl-3,6-diazabicyclo[3.2.0]heptan-6-yl)-7,9-dihydrofuro[3,4-f]quinazolin-6-yl)thieno[3,2-c]pyridin-2-yl)carbamate C(#N)C1=C(SC2=C1C(=NC=C2F)C=2C1=C(C=3C=NC(=NC3C2F)N2C3CN(CC3C2)C)COC1)NC(OC(C)(C)C)=O